methyl (2R,3S,5S)-2-((((1S,3S,6R)-6-(5-chloropyrimidin-2-yl)bicyclo[4.1.0]heptan-3-yl)oxy)methyl)-5-(difluoromethyl)-3-(ethylsulfonamido)pyrrolidine-1-carboxylate ClC=1C=NC(=NC1)[C@]12CC[C@@H](C[C@@H]2C1)OC[C@@H]1N([C@@H](C[C@@H]1NS(=O)(=O)CC)C(F)F)C(=O)OC